(S)-4-(5-(3-((2-((S)-3-carboxybutanoyl)-4-fluoro-6-methoxybenzo[b]thiophen-5-yl)oxy)propoxy)-4-fluoro-6-methoxyisoindolin-2-yl)-2-methyl-4-oxobutanoic acid C(=O)(O)[C@H](CC(=O)C1=CC2=C(S1)C=C(C(=C2F)OCCCOC=2C(=C1CN(CC1=CC2OC)C(C[C@@H](C(=O)O)C)=O)F)OC)C